chloromono[2-(4,5-dihydro-1H-imidazol-2-yl)-6-methoxypyridine] ClC=1C(=NC(=CC1)OC)C=1NCCN1